C(C)C1=NC=CC(=C1)C1=CC=2C(=NC=CC2S1)N(C(C1=C(C=C(C=C1)N1N=NC=2C1=NC=CC2)F)=O)[C@H]2CNCCC2 N-[2-(2-ethyl-4-pyridyl)thieno[3,2-c]pyridin-4-yl]-2-fluoro-N-[(3R)-3-piperidyl]-4-(triazolo[4,5-b]pyridin-3-yl)benzamide